((perfluorobutylsulfonyloxy)benzyl)ethane FC(C(C(C(F)(F)F)(F)F)(F)F)(S(=O)(=O)OC(C1=CC=CC=C1)CC)F